C1(CCCCC1)C1=NC=CC=C1NS(=O)(=O)C1=C(OC2=C1C=CC=C2)C(=O)NO (N-(2-Cyclohexylpyridin-3-yl)aminosulfonyl)-N-hydroxybenzofuran-2-carboxamide